3-(1-methyl-6-((S)-3-(piperazin-1-ylmethyl)pyrrolidin-1-yl)-1H-indazol-3-yl)piperidine-2,6-dione CN1N=C(C2=CC=C(C=C12)N1C[C@@H](CC1)CN1CCNCC1)C1C(NC(CC1)=O)=O